ammonium 2-acrylamido-2-propanesulfonate C(C=C)(=O)NC(C)(C)S(=O)(=O)[O-].[NH4+]